4-(6-(3,6-diazabicyclo[3.1.1]heptan-3-yl)pyridin-3-yl)-6-ethoxy-1H-pyrazolo[3',4':3,4]pyrazolo[1,5-a]pyridine C12CN(CC(N1)C2)C2=CC=C(C=N2)C=2C=1N(C=C(C2)OCC)N=C2C1C=NN2